CS(=O)(=O)OCC1=CC=C(C=C1)COS(=O)(=O)C 4-benzenedimethanol dimethanesulfonate